NC1=NC(=C(C(=N1)C=1OC=CC1)C(=O)N1CCCCC1)NCC1=CC(=CC=C1)C(F)(F)F [2-amino-4-(2-furyl)-6-[[3-(trifluoromethyl)phenyl]methylamino]pyrimidin-5-yl]-(1-piperidyl)methanone